5-[3-[[4-[2-(aminomethyl)-3,3-difluoro-allyl]-5-oxo-tetrazol-1-yl]methyl]phenyl]-1-ethyl-pyridin-2-one trifluoroacetate FC(C(=O)O)(F)F.NCC(CN1N=NN(C1=O)CC=1C=C(C=CC1)C=1C=CC(N(C1)CC)=O)=C(F)F